3-(octan-2-yloxy)-5-pentadecylphenol CC(CCCCCC)OC=1C=C(C=C(C1)CCCCCCCCCCCCCCC)O